2-methoxy-N-(4-methoxybenzo[d]isoxazol-3-yl)-4,6-dimethylbenzenesulfonamide COC1=C(C(=CC(=C1)C)C)S(=O)(=O)NC1=NOC2=C1C(=CC=C2)OC